(5-benzoyl-4,5,6,7-tetrahydrothiazolo[5,4]pyridin-2-yl)-2'-chloro-5'-methoxy-6-methyl-[4,4'-bipyridine]-3-carboxamide C(C1=CC=CC=C1)(=O)C1NC2=C(CC1)SC(=N2)C2=NC(=CC(=C2C(=O)N)C2=CC(=NC=C2OC)Cl)C